(1-(4-chloro-6-(1,1-difluoroethyl)pyridin-2-yl)-3-methyl-1H-pyrazolo[4,3-c]pyridin-6-yl)acetamide ClC1=CC(=NC(=C1)C(C)(F)F)N1N=C(C=2C=NC(=CC21)CC(=O)N)C